C(C)(C)C1=C(C(=CC=C1)C(C)C)N1C(N(CC1)C1=C(C=CC=C1C(C)C)C(C)C)[Ag]C(F)F (1,3-bis(2,6-diisopropylphenyl)imidazolidin-2-yl)(difluoromethyl)silver